CN1C(=CC=2N=NC(=CC21)C2=C(C=CC=C2)O)N2CCNCC2 2-[5-methyl-6-(piperazin-1-yl)pyrrolo[3,2-c]pyridazin-3-yl]phenol